3-methylpiperidine-3-carboxylic acid CC1(CNCCC1)C(=O)O